(3S,5S)-5-(3-(3-(2,2-difluoroethoxy)-1-methyl-1H-pyrazole-5-carboxamido)-1H-pyrazol-5-yl)tetrahydrofuran-3-yl bicyclo[1.1.1]pentan-1-ylcarbamate C12(CC(C1)C2)NC(O[C@@H]2CO[C@@H](C2)C2=CC(=NN2)NC(=O)C2=CC(=NN2C)OCC(F)F)=O